FC=1C(=C2C=CN(C2=CC1)C1CCNCC1)N1C(NC(CC1)=O)=O 1-(5-fluoro-1-(piperidin-4-yl)-1H-indol-4-yl)dihydropyrimidine-2,4(1H,3H)-dione